O.O.O.[F-].C(CCC)[N+](CCCC)(CCCC)CCCC Tetrabutylammonium fluorid Trihydrat